BrC1=C(C(=O)OC(C)(C)C)C=C(C=C1)[N+](=O)[O-] tert-butyl 2-bromo-5-nitrobenzoate